1-(6-chloro-4-isopropyl-2,7-naphthyridin-1-yl)-N,N-dimethyl-azetidine-3-carboxamide ClC=1C=C2C(=CN=C(C2=CN1)N1CC(C1)C(=O)N(C)C)C(C)C